N1=C(C=CC=C1)CNCC1=CC=C(C=C1)CN(C1CCCC=2C=CC=NC12)CC=1SC=CN1 N-(2-pyridinylmethyl)-N'-[2-thiazolylmethyl]-N'-(5,6,7,8-tetrahydro-8-quinolinyl)-1,4-benzenedimethanamine